NC=1C(NC2=C3C=CC=NC3=C(C=C2C1C1=C2C=NNC2=CC=C1F)Br)=O 3-amino-6-bromo-4-(5-fluoro-1H-indazol-4-yl)-1H-1,7-phenanthrolin-2-one